di-tert-pentyl-malonic acid C(C)(C)(CC)C(C(=O)O)(C(=O)O)C(C)(C)CC